C[NH+](C)C.FC(S(=O)(=O)[O-])(F)F trifluoromethanesulfonic acid trimethylammonium salt